OCCCC(=O)N[C@@H](CC1=CC(=CC=C1)OC(F)(F)F)C(=O)OCC ethyl N-(4-hydroxybutanoyl)-3-(trifluoromethoxy)phenylalaninate